2-Chloro-N-{2-[4-(difluoromethyl)-1,3-thiazol-5-yl]-2-{4-[(6-methylpyridazin-3-yl)oxy]piperidin-1-yl}ethyl}-6-fluorobenzamide ClC1=C(C(=O)NCC(N2CCC(CC2)OC=2N=NC(=CC2)C)C2=C(N=CS2)C(F)F)C(=CC=C1)F